ClC=1C=CC(=C(C1)C1=CC=C2C(=CN=NC2=C1)NCC1=C(C=C(C=C1)OC)OC)OCCC1OCCC1 7-[5-chloro-2-[2-(oxacyclopent-2-yl)ethoxy]phenyl]-N-[(2,4-dimethoxyphenyl)methyl]cinnolin-4-amine